(R)-5-amino-3-(2-(4-(2,4-difluoro-5-(2-(methylsulfinyl)ethoxy)phenyl)piperazin-1-yl)ethyl)-8-(furan-2-yl)thiazolo[5,4-e][1,2,4]triazolo[1,5-c]pyrimidin-2(3H)-one NC1=NC2=C(C=3N1N=C(N3)C=3OC=CC3)SC(N2CCN2CCN(CC2)C2=C(C=C(C(=C2)OCC[S@](=O)C)F)F)=O